(2S,5S)-N-(3-chloro-4-fluoro-phenyl)-5-methyl-1,1-dioxo-2-(2-thienyl)-1,4-thiazinane-4-carboxamide ClC=1C=C(C=CC1F)NC(=O)N1C[C@H](S(C[C@@H]1C)(=O)=O)C=1SC=CC1